C1NCC12COC(OC2)CCN(C=2C=CC(=NC2)C#N)CC2=C(C=C(C=C2F)OC)F 5-((2-(6,8-dioxa-2-azaspiro[3.5]nonan-7-yl)ethyl)(2,6-difluoro-4-methoxybenzyl)amino)picolinonitrile